anthracenyl Stearate (Anthroyl Stearate) C1(=CC=CC2=CC3=CC=CC=C3C=C12)C(=O)C(C(=O)O)CCCCCCCCCCCCCCCC.C(CCCCCCCCCCCCCCCCC)(=O)OC1=CC=CC2=CC3=CC=CC=C3C=C12